ClC1=C(CCN2CC3(CN(C3)C(CC3=CC=C(C=C3)Cl)=O)C2)C=CC=C1 1-(6-(2-chlorophenethyl)-2,6-diazaspiro[3.3]heptan-2-yl)-2-(4-chlorophenyl)ethanone